C(CCC)N1C=C2C(=CC1=O)C(CN2C(CCl)=O)(C)C 6-butyl-1-(2-chloro-acetyl)-3,3-dimethyl-1,2,3,6-tetrahydro-pyrrolo[2,3-c]pyridin-5-one